6-(4-((4-(2-(2,6-dioxopiperidin-3-yl)-1,3-dioxoisoindolin-5-yl)piperazin-1-yl)methyl)piperidin-1-yl)nicotinamide O=C1NC(CCC1N1C(C2=CC=C(C=C2C1=O)N1CCN(CC1)CC1CCN(CC1)C1=NC=C(C(=O)N)C=C1)=O)=O